FC1=C(C(=CC=C1)F)NC1=NC(=NC=C1C(=O)OCC)SC ethyl 4-((2,6-difluorophenyl)amino)-2-(methylthio)pyrimidine-5-carboxylate